4-(2-((tert-butyldimethylsilyl)oxy)ethoxy)-3-methoxybenzoic acid [Si](C)(C)(C(C)(C)C)OCCOC1=C(C=C(C(=O)O)C=C1)OC